2-(3,5-dichloro-1,2-benzoOxazol-4-yl)acetic acid ClC1=NOC2=C1C(=C(C=C2)Cl)CC(=O)O